anti-dihydrofolate C(CC[C@@H](C(=O)O)NC(=O)C1=CC=C(NCC=2CNC=3N=C(N)NC(=O)C3N2)C=C1)(=O)[O-]